O1CNC(C1)N1N=CC(=C1)N 1-(oxazolidin-4-yl)pyrazol-4-amine